4-(pentafluoro-λ6-sulfanyl)-N-[trans-4-{4-[8-(trifluoromethyl)imidazo[1,2-a]pyridin-6-yl]benzenesulfonyl}cyclohexyl]aniline FS(C1=CC=C(N[C@@H]2CC[C@H](CC2)S(=O)(=O)C2=CC=C(C=C2)C=2C=C(C=3N(C2)C=CN3)C(F)(F)F)C=C1)(F)(F)(F)F